FC(C=1C=CC(=NC1)NC1CCN(CC1)S(=O)(=O)C1=CC=C(C=C1)C1=CC2=C(N=C(O2)N)C=C1)(F)F 6-(4-((4-((5-(Trifluoromethyl)pyridin-2-yl)amino)piperidin-1-yl)sulfonyl)phenyl)benzo-[d]oxazol-2-amine